N-(4-(2,4-difluorophenoxy)-3-(1-methyl-5-(methylamino)-6-oxo-1,6-dihydropyridin-3-yl)phenyl)-N-methylethenesulfonamide FC1=C(OC2=C(C=C(C=C2)N(S(=O)(=O)C=C)C)C2=CN(C(C(=C2)NC)=O)C)C=CC(=C1)F